C(C1=CC=CC=C1)NC1=NC(=NN2C1=CC=C2C2CNCC2F)N2C(=CC=1C(=CC=CC21)C(=O)N)C 1-(4-(benzylamino)-7-(4-fluoropyrrolidin-3-yl)pyrrolo[2,1-f][1,2,4]triazin-2-yl)-2-methyl-1H-indole-4-carboxamide